C1(=CC=CC=2C3=CC=CC=C3C3=CC=CC=C3C12)C=1C(=C(C=CC1)C1=CC=CC=C1)C=1C(=NC=CC1)C1=NC=CC=C1C1=NC=CC=C1 [(triphenylenyl)biphenylyl]terpyridine